C(\C=C/C(=O)O)(=O)O.C(CCCCCCCCC(=O)O)(=O)O sebacic acid maleate